1-butyldi(1-adamantyl)phosphine C(CCC)P(C12CC3CC(CC(C1)C3)C2)C23CC1CC(CC(C2)C1)C3